6-bromo-2-(1-methyl-2-oxopiperidin-3-yl)-2,3-dihydro-1H-isoindol-1-one BrC1=CC=C2CN(C(C2=C1)=O)C1C(N(CCC1)C)=O